4-(propan-2-yl)-9-[(2,4,6-trimethylphenyl)methyl]-2-oxa-5,9-diazatricyclo[6.3.0.0(1,5)]undecan-6-one CC(C)C1COC23N1C(CC3N(CC2)CC2=C(C=C(C=C2C)C)C)=O